FC(OC1=CC2=C(N=C(S2)NC(=O)C2C3CC4CC(CC2C4)C3)C=C1)(F)F N-[6-(trifluoromethoxy)-1,3-benzothiazol-2-yl]adamantane-2-carboxamide